NC1=NC=C(C2=C1C(=C(N2C)C2=C(C=C(C=C2)NC(C(=C)F)=O)F)C2=CC=C(C=C2)OC2=NC=C(C(=N2)C)Cl)C#N N-(4-(4-amino-3-(4-((5-chloro-4-methylpyrimidin-2-yl)oxy)phenyl)-7-cyano-1-methyl-1H-pyrrolo[3,2-c]pyridin-2-yl)-3-fluorophenyl)-2-fluoroacrylamide